Tert-butyl [(3R,6S)-6-(5-oxo-4,5-dihydro-1,3,4-oxadiazol-2-yl)tetrahydro-2H-pyran-3-yl]carbamate O=C1NN=C(O1)[C@@H]1CC[C@H](CO1)NC(OC(C)(C)C)=O